FC(F)(F)C1=C(OCCC2NCCC(C2)N)C=CC=C1 2-(2-(trifluoromethylphenoxy)ethyl)piperidin-4-amine